BrC=1C(=NC=CC1)CC1N(C(C2=CC=CC=C12)=O)CC1=CC2=C(NC(=N2)Cl)C=C1 3-((3-bromopyridin-2-yl)methyl)-2-((2-chloro-1H-benzo[d]imidazol-5-yl)methyl)isoindolin-1-one